C(CC(O)(C(=O)[O-])CC(=O)OCCCCCCCCCCCC)(=O)OCCCCCCCCCCCC dilauryl citrate